1-{2-methyl-5-[(4-methyl-1,3-thiazol-5-yl)methoxy]-1-benzofuran-3-yl}cyclopropane-1-carboxamide CC=1OC2=C(C1C1(CC1)C(=O)N)C=C(C=C2)OCC2=C(N=CS2)C